ClC1=C(C(=CC=C1)\C=C(/CC)\[N+](=O)[O-])O (E)-2-chloro-6-(2-nitrobut-1-en-1-yl)phenol